N1=CC=C(C=C1)OC1CCN(CC1)CC(=O)N 2-(4-(pyridin-4-yloxy)piperidin-1-yl)acetamide